The molecule is a member of the class of 5beta-cholanic acids that is (5beta)-cholan-24-oic acid substituted by alpha-hydroxy groups at positions 3 and 6. It has a role as a human metabolite and a mouse metabolite. It is a bile acid, a member of 5beta-cholanic acids, a 6alpha,20xi-murideoxycholic acid and a C24-steroid. It derives from a cholic acid. It is a conjugate acid of a hyodeoxycholate. C[C@H](CCC(=O)O)[C@H]1CC[C@@H]2[C@@]1(CC[C@H]3[C@H]2C[C@@H]([C@H]4[C@@]3(CC[C@H](C4)O)C)O)C